N-((S)-(4,4-Difluorocyclohexyl)(6-((R)-1-(4,4,4-trifluorobutanamido)ethyl)-1H-benzo[d]imidazol-2-yl)methyl)-1-(3,3,3-trifluoropropyl)-1H-pyrazole-5-carboxamide FC1(CCC(CC1)[C@H](NC(=O)C1=CC=NN1CCC(F)(F)F)C1=NC2=C(N1)C=C(C=C2)[C@@H](C)NC(CCC(F)(F)F)=O)F